N-(dodecylphenyl)naphthalen-1-amine CCCCCCCCCCCCC1=CC=CC=C1NC2=CC=CC3=CC=CC=C32